[C@H]12COC[C@H](CC1)N2C=2C1=C(N=CN2)NC(=C1)C1=CC=C(C=C1)NC=1C=NC(=NC1)N1CCN(CC1)C(C#CCOC)=O 1-(4-(5-((4-(4-((1R,5S)-3-oxa-8-azabicyclo[3.2.1]octan-8-yl)-7H-pyrrolo[2,3-d]pyrimidin-6-yl)phenyl)amino)pyrimidin-2-yl)piperazin-1-yl)-4-methoxybut-2-yn-1-one